C1(CC1)C=1C=C2CN(CC2=CC1)C1=NC=CC(=N1)C1=NC=CC(=N1)\C=C\C1=CC=NC=C1 (E)-5-Cyclopropyl-2-(4-(2-(pyridin-4-yl)vinyl)-[2,4'-bipyrimidin]-2'-yl)isoindoline